O[C@H]1[C@@H](CCC1)N (1R,2R)-2-hydroxycyclopentylamine